methyl (naphthalen-2-ylsulfonyl)carbamate C1=C(C=CC2=CC=CC=C12)S(=O)(=O)NC(OC)=O